2-((2S)-1-(but-2-ynoyl)-4-(7-(8-chloronaphthalen-1-yl)-4-(3-(ethyl(methyl)amino)azetidin-1-yl)-6-fluoro-8-methyl-1H-imidazo[4,5-c]quinolin-1-yl)piperidin-2-yl)acetonitrile C(C#CC)(=O)N1[C@@H](CC(CC1)N1C=NC=2C(=NC=3C(=C(C(=CC3C21)C)C2=CC=CC1=CC=CC(=C21)Cl)F)N2CC(C2)N(C)CC)CC#N